BrC=1C=C2C(=CN(C2=CC1)[Si](C(C)C)(C(C)C)C(C)C)NC(CC)=O N-[5-bromo-1-(triisopropylsilyl)indol-3-yl]propanamide